O1C(=CC=C1)CNC=1C2=C(N=C(N1)C#N)C(=CS2)C 4-(2-furylmethyl-amino)-7-methyl-thieno[3,2-d]Pyrimidine-2-carbonitrile